ClC1=CC(=CN=N1)C#N 6-chloropyridazine-4-carbonitrile